N[C@H]1C[C@H](N(CC1)C(=O)N1CC2(CCCC2)C(CC1)CN1C=NC(=CC1=O)C(F)F)C1=CC=CC=C1 3-((7-((2S,4R)-4-Amino-2-phenylpiperidine-1-carbonyl)-7-azaspiro[4.5]decan-10-yl)methyl)-6-(difluoromethyl)pyrimidin-4(3H)-one